ClC1=CC(=C(C=O)C(=C1)C)C 4-CHLORO-2,6-DIMETHYLBENZALDEHYDE